OC[C@@H](COCCCCCCCCCCCCCCCCCC)OCC=1C=CC(=NC1)C#N (S)-5-(((1-hydroxy-3-(octadecyloxy)propan-2-yl)oxy)methyl)picolinonitrile